C(C)(C)(C)OC(=O)N[C@H](C)[C@H](C(=O)OC)CC=C methyl (2R)-2-[(1R)-1-[[(tert-butoxy)carbonyl]amino]ethyl]pent-4-enoate